N-(cyanomethyl)-1,4-dihydroxy-2-oxo-1,2-dihydroquinoline-3-carboxamide C(#N)CNC(=O)C=1C(N(C2=CC=CC=C2C1O)O)=O